CC1=CC=C(C=C1)S(=O)(=O)NC1=C(C(=O)OC)C=CC=C1 Methyl 2-((4-methylphenyl)sulfonamido)benzoate